NCC(=O)NCOC\C=C\C1=C2C(=NC=3C=C4C(=CC13)OCO4)C4=CC1=C(C(N4C2)=O)COC([C@]1(O)CC)=O (S,E)-2-Amino-N-(((3-(7-ethyl-7-hydroxy-8,11-dioxo-7,8,11,13-tetrahydro-10H-[1,3]dioxolo[4,5-g]pyrano[3',4':6,7]indolizino[1,2-b]quinolin-14-yl)allyl)oxy)methyl)acetamide